NC[C@H]1NC([C@H](SCC1)C1=CC(=CC=C1)OC1=CC=C(C=C1)C(F)(F)F)=O (2R,5S)-5-(aminomethyl)-2-[3-[4-(trifluoromethyl)phenoxy]phenyl]-1,4-thiazepan-3-one